O.N[C@@H](CCC(=O)[O-])C(=O)[O-].[Na+].[Na+] sodium L-glutamate, monohydrate